FC=1C(=NC=2N(C1)N=CC2C=2C(=NC=CC2)OC2CCOCC2)N2CCN(CC2)C(=O)O[C@@H]2CN(C(C2)=O)C [(3S)-1-methyl-5-oxo-pyrrolidin-3-yl] 4-[6-fluoro-3-(2-tetrahydropyran-4-yloxy-3-pyridyl)pyrazolo[1,5-a]pyrimidin-5-yl]piperazine-1-carboxylate